FC=1C(=NC=CC1)C1(CC=2C(=CN=C(C2C=N1)NC)C1=NN2C(C=CC(=C2)N2CCOCC2)=N1)N 6-(3-fluoropyridin-2-yl)-N1-methyl-4-(6-morpholino-[1,2,4]triazolo[1,5-a]pyridin-2-yl)-2,7-naphthyridine-1,6-diamine